cyclopenteneAt C1(=CCCC1)C(=O)[O-]